(3-amino-6-chloro-pyridazin-4-yl)-3-phenyl-pyrrolidine NC=1N=NC(=CC1N1CC(CC1)C1=CC=CC=C1)Cl